COC1=CC2=C([C@@H]3C=4C=C(C(=CC4CN[C@H]3CC2)O)C)C=C1OC (6aS,12bR)-10,11-dimethoxy-2-methyl-5,6,6a,7,8,12b-hexahydrobenzo[a]phenanthridin-3-ol